The molecule is a sphingomyelin d18:1 in whihc the acyl group specified is nonadecanoyl. It has a role as a mouse metabolite. It derives from a nonadecanoic acid. CCCCCCCCCCCCCCCCCCC(=O)N[C@@H](COP(=O)([O-])OCC[N+](C)(C)C)[C@@H](/C=C/CCCCCCCCCCCCC)O